C1(CCCCC1)NCCCS(=O)(=O)[O-].[Na+] sodium 3-(cyclohexylamino)-1-propanesulfonate